5-[4-(6-chloro-5-fluoro-indolin-1-yl)quinazolin-6-yl]-N-hydroxy-N-methyl-pyridine-3-carboxamide ClC1=C(C=C2CCN(C2=C1)C1=NC=NC2=CC=C(C=C12)C=1C=C(C=NC1)C(=O)N(C)O)F